N(=[N+]=[N-])C/C=C/COC(C(C1=CC=CC=C1)=[N+]=[N-])=O (E)-4-Azidobut-2-en-1-yl-2-diazo-2-phenylacetate